[Hg].[U] uranium-mercury